[Cl-].[Cl-].[K+].O.O.[Os+4] osmium dihydrate Potassium dichloride